(S)-3-hydroxy-2-((4-(5-(2-methyl-[1,1'-biphenyl]-3-yl)-1,3,4-oxadiazol-2-yl)benzyl)amino)propanamide hydrochloride Cl.OC[C@@H](C(=O)N)NCC1=CC=C(C=C1)C=1OC(=NN1)C=1C(=C(C=CC1)C1=CC=CC=C1)C